Cl.Cl.O=C(CNC(=O)C1=CC2=C(N(C(=N2)NC=2SC3=C(N2)C=CC(=C3)OC(F)(F)F)C)C=C1)N1CCNCC1 1-Methyl-2-(6-trifluoromethoxy-benzothiazol-2-ylamino)-1H-benzimidazole-5-carboxylic acid (2-oxo-2-piperazin-1-yl-ethyl)-amide dihydrochloride